6-(r-(cyclopropylmethyl)-[1,4'-bipiperidin]-4-yl)-2-(3-fluoro-4-(methyl-sulfonyl)phenyl)-1,4-dimethyl-1H-benzo[d]imidazole C1(CC1)C[C@H]1N(CCC(C1)C=1C=C(C2=C(N(C(=N2)C2=CC(=C(C=C2)S(=O)(=O)C)F)C)C1)C)C1CCNCC1